OC1=C(C(=O)NC2CCN(CC2)C=2N=C(C3=C(N2)CCS3=O)NC3(CCC3)CO)C=C(C=C1)C 2-hydroxy-N-(1-(4-((1-(hydroxymethyl)cyclobutyl)amino)-5-oxo-6,7-dihydrothieno[3,2-d]pyrimidin-2-yl)piperidin-4-yl)-5-methylbenzamide